C(C=C)(=O)N1[C@H](CN(C[C@H]1C)C1=NC(N2C3=C(C(=C(C=C13)C(F)(F)F)C1=C(C=C(C(=C1)O)F)F)SC[C@@H]2COC)=O)C (3S)-7-((3S,5R)-4-Acryloyl-3,5-dimethylpiperazin-1-yl)-10-(2,4-difluoro-5-hydroxyphenyl)-3-(methoxymethyl)-9-(trifluoromethyl)-2,3-dihydro-5H-[1,4]thiazino[2,3,4-ij]quinazolin-5-one